COC1=C(C=C(C=C1)C1=CC=NC=C1)B(O)O 2-METHOXY-5-(PYRIDINE-4-YL)PHENYLBORONIC ACID